3-cyclopentyl-3-[4-[7-(2-trimethylsilylethoxymethyl)pyrrolo[2,3-d]pyrimidin-4-yl]pyrazol-1-yl]propanenitrile C1(CCCC1)C(CC#N)N1N=CC(=C1)C=1C2=C(N=CN1)N(C=C2)COCC[Si](C)(C)C